N-((R)-1-(2-((S)-(((R)-tert-butylsulfinyl)amino)(4,4-difluorocyclohexyl)methyl)-1-((2-(trimethylsilyl)ethoxy)methyl)-1H-benzo[d]imidazol-6-yl)ethyl)-4,4,4-trifluoro-3-methylbutanamide C(C)(C)(C)[S@@](=O)N[C@H](C1=NC2=C(N1COCC[Si](C)(C)C)C=C(C=C2)[C@@H](C)NC(CC(C(F)(F)F)C)=O)C2CCC(CC2)(F)F